(R)-4-((tert-butoxycarbonyl)amino)-6,6,6-trifluorohexanoic acid C(C)(C)(C)OC(=O)N[C@H](CCC(=O)O)CC(F)(F)F